tert-butyl (3S)-4-[[4-chloro-2-(trifluoromethyl)phenyl]carbamoyl]-3-(hydroxymethyl)piperazine-1-carboxylate ClC1=CC(=C(C=C1)NC(=O)N1[C@@H](CN(CC1)C(=O)OC(C)(C)C)CO)C(F)(F)F